(±)-5-((4-Cyano-3-((methylsulfinyl)methyl)phenyl)amino)-7-(cyclopropylamino)pyrazolo[1,5-a]pyrimidine-3-carbonitrile C(#N)C1=C(C=C(C=C1)NC1=NC=2N(C(=C1)NC1CC1)N=CC2C#N)C[S@](=O)C |r|